4-chloro-N-((6-methoxy-1-methyl-1H-benzimidazol-7-yl)methyl)thiophene-2-carboxamide ClC=1C=C(SC1)C(=O)NCC1=C(C=CC2=C1N(C=N2)C)OC